2-methylpyrido[3,2-d]pyrimidine-4-thiol CC=1N=C(C2=C(N1)C=CC=N2)S